BrC=1C=CC=C2C=CC=C(C12)N1CC=2N=C(N=C(C2CC1)O)OCC12CCCN2CCC1 7-(8-bromonaphthalen-1-yl)-2-((hexahydro-1H-pyrrolizin-7a-yl)methoxy)-5,6,7,8-tetrahydropyrido[3,4-d]pyrimidin-4-ol